ClC1=C(C(=O)NCC(=O)N[C@@H](CC(C)C)B2OC(C[C@@](O2)(C(=O)OC)CC(=O)O)=O)C=C(C=C1)Cl 2-((R)-2-((R)-1-(2-(2,5-dichlorobenzamido)acetamido)-3-methylbutyl)-4-(methoxycarbonyl)-6-oxo-1,3,2-dioxaborinan-4-yl)acetic acid